tetracyanoperylene C(#N)C=1C2=C(C(=C(C=3C=4C=CC=C5C=CC=C(C(=CC1)C23)C54)C#N)C#N)C#N